BrC1=NC=C(N=C1)C1=CC=NC=C1 2-bromo-5-(pyridin-4-yl)pyrazine